3-(2-(4-(4-fluorobenzoyl)piperidin-1-yl)ethyl)quinazoline-2,4(1H,3H)-dione FC1=CC=C(C(=O)C2CCN(CC2)CCN2C(NC3=CC=CC=C3C2=O)=O)C=C1